2-hydroxy-2-methyl-4-azaspiro[3.5]nonan-4-ium chloride [Cl-].OC1(C[N+]2(C1)CCCCC2)C